O=C1NC(CCC1N1C(C2=CC=C(C=C2C1=O)N1CC2N(C(C1)C2)CC2CCN(CC2)CCOC2=CC=C(C=C2)C(=C(CC)C2=CC=CC=C2)C2=CC=C(C=C2)O)=O)=O 2-(2,6-dioxopiperidin-3-yl)-5-(6-((1-(2-(4-(1-(4-hydroxyphenyl)-2-phenylbut-1-en-1-yl)phenoxy)ethyl)piperidin-4-yl)methyl)-3,6-diazabicyclo[3.1.1]heptan-3-yl)isoindoline-1,3-dione